(15R)-5-[5-[4-(dimethoxymethyl)-1-piperidyl]-2-fluoro-phenyl]-15-methyl-11-thia-6,14,17-triazatetracyclo[8.8.0.02,7.012,18]octadeca-1,3,5,7,9,12(18)-hexaen-13-one COC(C1CCN(CC1)C=1C=CC(=C(C1)C=1C=CC2=C3C=4NC[C@H](NC(C4SC3=CC=C2N1)=O)C)F)OC